(R)-N-(4-ethylphenyl)-2-(6-fluoro-1-oxoisoquinolin-2(1H)-yl)propenamide C(C)C1=CC=C(C=C1)NC(C(=C)N1C(C2=CC=C(C=C2C=C1)F)=O)=O